(3'-(9H-carbazole-9-yl)biphenyl-3-yl)phenanthro[9',10':4,5]furo[2,3-b]pyrazine C1=CC=CC=2C3=CC=CC=C3N(C12)C=1C=C(C=CC1)C1=CC(=CC=C1)C1=CC=CC2=C3C=CC=CC3=C3C(C=4C(=NC=CN4)O3)=C12